FC(N1N=C(C=C1)[S@@](=O)(N)=NC(NC1=C2C(=NC(=C1C)C(F)(F)F)CCC2)=O)F (R)-1-(Difluoromethyl)-N'-((3-methyl-2-(trifluoromethyl)-6,7-dihydro-5H-cyclopenta[b]pyridin-4-yl)carbamoyl)-1H-pyrazole-3-sulfonimidamide